N-(3,5-dimethoxyphenethyl)-6-(4-ethoxyphenyl)pyrazine-2-carboxamide COC=1C=C(CCNC(=O)C2=NC(=CN=C2)C2=CC=C(C=C2)OCC)C=C(C1)OC